1,3-di(5-norbornen-2-yl-ethyl)-1,1,3,3-tetramethyldisiloxane C12C(CC(C=C1)C2)CC[Si](O[Si](C)(C)CCC2C1C=CC(C2)C1)(C)C